BrCCC(=O)OCC 3-bromopropanoic acid, ethyl ester